P(=O)(OC(CCCCCCCCCCCCC)=O)([O-])[O-] monomyristoyl phosphate